ClC=1C=C(C(=O)N[C@@H](C)C2=NC(=NN2C2=NC=C(C=C2)N=S(=O)(C)CC)C)C=C(C1)Cl 3,5-dichloro-N-((1S)-1-(1-(5-((ethyl(methyl)(oxo)-λ6-sulfaneylidene)amino)pyridin-2-yl)-3-methyl-1H-1,2,4-triazol-5-yl)ethyl)benzamide